4-(tritylthiomethyl)benzonitrile C(C1=CC=CC=C1)(C1=CC=CC=C1)(C1=CC=CC=C1)SCC1=CC=C(C#N)C=C1